tert-butyl (2-(1H-indol-1-yl)-2-oxoethyl)carbamate N1(C=CC2=CC=CC=C12)C(CNC(OC(C)(C)C)=O)=O